C1(CC1)CN(C(OC(C)(C)C)=O)[C@H]1CN(CCC1)C=1C=NC(=CC1)C1(COC1)N1N=NC(=C1)C=1C=NC=C(C1)OC tert-butyl (R)-(cyclopropylmethyl)(1-(6-(3-(4-(5-methoxypyridin-3-yl)-1H-1,2,3-triazol-1-yl)oxetan-3-yl)pyridin-3-yl)piperidin-3-yl)carbamate